N-(2-(4-benzylpiperidin-1-yl)ethyl)-5-cyano-1H-indol-2-carboxamide C(C1=CC=CC=C1)C1CCN(CC1)CCNC(=O)C=1NC2=CC=C(C=C2C1)C#N